FCCCCS (4-fluorobutyl)sulfane